2-(3-chloro-5-fluorophenyl)acetic acid methyl ester COC(CC1=CC(=CC(=C1)F)Cl)=O